(1s,2r,3r,5r)-2-fluoro-3-((3-(7-(methoxymethoxy)-2-methyl-4-oxo-4H-chromen-6-yl)-1,2,4-triazin-6-yl)(methyl)amino)-8-azabicyclo[3.2.1]octane-8-carboxylic acid tert-butyl ester C(C)(C)(C)OC(=O)N1[C@@H]2[C@@H]([C@@H](C[C@H]1CC2)N(C)C2=CN=C(N=N2)C=2C=C1C(C=C(OC1=CC2OCOC)C)=O)F